CC1=CC=C(C=C1)C=1C=2C(OC(C2C=C2C1SC=C2)=O)=O 8-(4-methylphenyl)thieno[2,3-f]isobenzofuran-5,7-dione